N1(CCCCCC1)C1=NC(=NC(=C1C(=O)OC)C)Cl methyl 4-(azepan-1-yl)-2-chloro-6-methyl-pyrimidine-5-carboxylate